3-[4-Chloro-5-(2-chlorophenoxy)-2-methoxyphenyl]-6-(trifluoromethyl)pyrimidine-2,4(1H,3H)-dione ClC1=CC(=C(C=C1OC1=C(C=CC=C1)Cl)N1C(NC(=CC1=O)C(F)(F)F)=O)OC